1-(4-hydroxycarbamoylbenzyl)indolecarboxamide ONC(=O)C1=CC=C(CN2C(=CC3=CC=CC=C23)C(=O)N)C=C1